N-tert-butyl-4-[[2-(2,5-dibromo-3-chloro-6-hydroxy-phenyl)acetyl]amino]pyridine-2-carboxamide C(C)(C)(C)NC(=O)C1=NC=CC(=C1)NC(CC1=C(C(=CC(=C1O)Br)Cl)Br)=O